3-(3,7-dimethylocta-2,6-dien-1-yl)-2,4-dihydroxy-N-(oxazol-5-ylmethyl)-6-pentylbenzamide CC(=CCC=1C(=C(C(=O)NCC2=CN=CO2)C(=CC1O)CCCCC)O)CCC=C(C)C